(S)-2-(N-[4-Amino-5-(3-phenylisoxazol-5-carbonyl)thiazol-2-yl]-4-fluoroanilino)propanamid NC=1N=C(SC1C(=O)C1=CC(=NO1)C1=CC=CC=C1)N(C1=CC=C(C=C1)F)[C@H](C(=O)N)C